C12=CC=C(C=C2CC1)[C@H]([C@H]1OC([C@@H]([C@@H]1O)O)O)OC(C1=CC=C(C=C1)C1=CC=CC=C1)=O [(R)-4-bicyclo[4.2.0]octa-1,3,5-trienyl-[(2S,3S,4R)-3,4,5-trihydroxytetrahydrofuran-2-yl]methyl]4-phenylbenzoate